ClC=1C(=C(C=CC1OC)NC1=NC=NC2=CC=C(C=C12)C1(CN(C1)C(=O)OC(C)(C)C)C)F tert-butyl 3-(4-((3-chloro-2-fluoro-4-methoxyphenyl)amino)quinazolin-6-yl)-3-methylazetidine-1-carboxylate